COC1=NC2=C(C=CC=C2C=C1)N1N=C(NC1=O)C1CN(CCC1)C1CC2(CN(C2)C)C1 2-(2-methoxyquinolin-8-yl)-5-(1-(2-methyl-2-azaspiro[3.3]heptan-6-yl)piperidin-3-yl)-2,4-dihydro-3H-1,2,4-triazol-3-one